heptan-1-aminium C(CCCCCC)[NH3+]